racemic-1-methylpyrrolidin-3-ol CN1C[C@@H](CC1)O |r|